N-(methyl(oxo)(thiazol-2-yl)-λ6-sulfaneylidene)-3-(5-(trifluoromethyl)-1,2,4-oxadiazol-3-yl)benzamide CS(=NC(C1=CC(=CC=C1)C1=NOC(=N1)C(F)(F)F)=O)(C=1SC=CN1)=O